3-[4-(Diethylamino)phenyl]-1-(4-hydroxyphenyl)prop-2-en-1-one C(C)N(C1=CC=C(C=C1)C=CC(=O)C1=CC=C(C=C1)O)CC